4-(1-fluoro-1-((1-methyl-1H-pyrazol-5-yl)sulfonyl)ethyl)-N-(pyridin-3-yl)piperidine-1-carboxamide FC(C)(S(=O)(=O)C1=CC=NN1C)C1CCN(CC1)C(=O)NC=1C=NC=CC1